CC1=NOC(=C1C(=O)N1CCC2(C(C2)CNC(=O)C2=CC=3C(=CN=CC3)O2)CC1)C N-[[6-(3,5-dimethylisoxazole-4-carbonyl)-6-azaspiro[2.5]octan-2-yl]methyl]furo[2,3-c]pyridine-2-carboxamide